2-(4-((5-(trifluoromethyl)pyridin-2-yl)carbamoyl)phenyl)-9,10-dihydro-4H-benzo[d]pyrazolo[1,5-a][1,3]diazepine-3-carboxamide FC(C=1C=CC(=NC1)NC(=O)C1=CC=C(C=C1)C1=NN2C(NC3=C(CC2)C=CC=C3)=C1C(=O)N)(F)F